BrC1=C(C(=C(C(=C1[2H])Br)[2H])Br)[2H] 1,3,5-tribromobenzene-2,4,6-d